N-((7-(5-(difluoromethyl)-1,3,4-oxadiazol-2-yl)imidazo[1,2-a]pyridin-2-yl)methyl)-N-phenyl-1-(pyrimidin-2-yl)azetidine-3-carboxamide FC(C1=NN=C(O1)C1=CC=2N(C=C1)C=C(N2)CN(C(=O)C2CN(C2)C2=NC=CC=N2)C2=CC=CC=C2)F